diethyl-2,6-dimethylpiperidin-1-ium hydroxide [OH-].C(C)[N+]1(C(CCCC1C)C)CC